8-Fluoro-1-phenyl-3-(trifluoromethyl)-3H-pyrrolo[1,2-a]indol-3-ol FC=1C=2C=C3N(C2C=CC1)C(C=C3C3=CC=CC=C3)(O)C(F)(F)F